1,1'-((5-chloro-1,3-dimethyl-1H-pyrazol-4-yl)methylene)bis(3-(3,5-bis(trifluoromethyl)phenyl)-1H-1,2,4-triazole) ClC1=C(C(=NN1C)C)C(N1N=C(N=C1)C1=CC(=CC(=C1)C(F)(F)F)C(F)(F)F)N1N=C(N=C1)C1=CC(=CC(=C1)C(F)(F)F)C(F)(F)F